(E)-N-(4-methoxyphenyl)-3-phenyl-2-(p-tolyl)acrylamide ethyl-2-(9H-fluoren-2-yl)-2-oxo-acetate C(C)OC(C(=O)C1=CC=2CC3=CC=CC=C3C2C=C1)=O.COC1=CC=C(C=C1)NC(\C(=C\C1=CC=CC=C1)\C1=CC=C(C=C1)C)=O